N-[3-(m-xylenesulfonyloxy)phenyl]-N'-[4-(m-xylenesulfonyloxy)phenyl]urea C1(CC(=CC=C1)C)(C)S(=O)(=O)OC=1C=C(C=CC1)NC(=O)NC1=CC=C(C=C1)OS(=O)(=O)C1(CC(=CC=C1)C)C